2-(4-(tert-butyl)-3,5-difluoro-2-methylphenyl)-4-oxo-1,4-dihydro-1,6-naphthyridine-5-carboxamide C(C)(C)(C)C1=C(C(=C(C=C1F)C=1NC=2C=CN=C(C2C(C1)=O)C(=O)N)C)F